4-[[(2R,3S,4S,5R)-3-(3,4-Difluoro-2-methoxy-phenyl)-4,5-dimethyl-5-(trifluoromethyl)tetrahydrofuran-2-carbonyl]amino]-5-methyl-pyridin-2-carboxamid FC=1C(=C(C=CC1F)[C@H]1[C@@H](O[C@]([C@H]1C)(C(F)(F)F)C)C(=O)NC1=CC(=NC=C1C)C(=O)N)OC